OC1=CC=C(C=C1)C1CC(=NN1C(C)=O)C1=CC(=CC=C1)O 1-[5-(4-Hydroxyphenyl)-3-(3-hydroxyphenyl)-4,5-dihydropyrazol-1-yl]-ethanone